NC(CC(=O)O)C(NC(C)C(NC(C(C)C)(C(C)C)C)=O)=O 3-Amino-3-({1-[(2,3,4-trimethylpentan-3-yl)carbamoyl]ethyl}carbamoyl)propanoic acid